ClC1=CC(=C(N=N1)C(=O)NC([2H])([2H])[2H])NC1=C(C(=NC=C1)C1=NN(N=C1)C)OC 6-chloro-4-((3-methoxy-2-(2-methyl-2H-1,2,3-triazol-4-yl)pyridin-4-yl)amino)-N-(methyl-d3)Pyridazine-3-carboxamide